S1C(=NC2=C1C=CC=C2)NC2=C(C(=C(N=N2)NC=2SC=C(N2)C(=O)O)C2CC2)C 2-({6-[(1,3-benzothiazol-2-yl)amino]-4-cyclopropyl-5-methylpyridazin-3-yl}amino)-1,3-thiazole-4-carboxylic acid